O=C1C2(CC2C(=O)O)CCCC1 4-oxospiro[2.5]octane-1-carboxylic acid